COCCOCCOCCOCCOCCOCCOCCO[C@H]1CC[C@]2([C@H]3CC4=C5[C@]2([C@H]1OC5=C(C=C4)O)CCN3CC=C)O The molecule is an organic heteropentacyclic compound that is naloxone in which the keto group is replaced by a PEG moiety. Used for treatment of opioid-induced constipation. It has a role as a mu-opioid receptor antagonist and a cathartic. It is an organic heteropentacyclic compound, a member of phenols, an aromatic ether, a tertiary alcohol and a polyether. It derives from a naloxone. It derives from a hydride of a morphinan.